(4-(4-(benzo[d]thiazol-5-ylamino)quinolin-6-yl)-3-fluorophenyl)(3,3,4-trimethylpiperazin-1-yl)methanone S1C=NC2=C1C=CC(=C2)NC2=CC=NC1=CC=C(C=C21)C2=C(C=C(C=C2)C(=O)N2CC(N(CC2)C)(C)C)F